4,4-dimethoxybutyraldehyde COC(CCC=O)OC